C(C1=CC=CC=C1)OC(=O)N1CCC2(CNC2C2CC(C2)OC2CCNCC2)CC1 ((1r,3r)-3-(piperidin-4-yloxy)cyclobutyl)-2,7-diazaspiro[3.5]nonane-7-carboxylic acid benzyl ester